ClC1=C(C=CC=C1)C1=C(C(=CC=C1)C1=CC=C2C(=CN(C2=C1)C)CNC[C@H]1NC(CC1)=O)Cl 2,2'-dichloro-3'-(1-methyl-3-(((((S)-5-oxopyrrolidin-2-yl)methyl)amino)methyl)-1H-indol-6-yl)-[1,1'-biphenyl]